FC1=C(CNC2=NC=CC(=N2)O[C@@H]2C[C@@H](N(CC2)C(=O)OC(C)(C)C)C)C=CC(=C1)F tert-Butyl (2S,4S)-4-((2-((2,4-difluorobenzyl)amino)pyrimidin-4-yl)oxy)-2-methylpiperidine-1-carboxylate